1H-indeno[5,4-f]quinoline-7-carboxamide N1C=CC=C2C=3C(=CC=C12)C1=CC=C(C1=CC3)C(=O)N